2,9-di[p-formylphenyl]-1,10-phenanthroline C(=O)C1=CC=C(C=C1)C1=NC2=C3N=C(C=CC3=CC=C2C=C1)C1=CC=C(C=C1)C=O